2-chloro-4-methyl-4H-pyrrolo[2,3-d]thiazole-5-carboxylic acid ClC=1SC2=C(N1)N(C(=C2)C(=O)O)C